1-(4-bromo-2-methoxyphenyl)-N-(4-methoxybenzyl)-2-oxo-N-(pyrimidin-2-yl)-1,2-dihydroquinoline-6-sulfonamide BrC1=CC(=C(C=C1)N1C(C=CC2=CC(=CC=C12)S(=O)(=O)N(C1=NC=CC=N1)CC1=CC=C(C=C1)OC)=O)OC